3-propylhex-2-enoate C(CC)C(=CC(=O)[O-])CCC